C(C1=CC=CC=C1)N(C1=C(C(N(O1)C)=O)C(F)(F)F)C=1C=NC=2N(C1)C=CN2 5-(benzyl(imidazo[1,2-a]pyrimidin-6-yl)amino)-2-methyl-4-(trifluoromethyl)isoxazol-3-one